N-(3-(diethylamino)propyl)-2-(4-(isopropylcarbamoyl)phenyl)benzo[d]imidazo[2,1-b]thiazole-7-carboxamide C(C)N(CCCNC(=O)C1=CC2=C(N3C(S2)=NC(=C3)C3=CC=C(C=C3)C(NC(C)C)=O)C=C1)CC